imidazo[1,2-b]pyrazole N=1C=CN2NC=CC21